N-(3-(2-(tert-Butyl)-5-(2-((2,2-dioxido-2-thiaspiro[3.3]heptan-6-yl)amino)pyrimidin-4-yl)thiazol-4-yl)-2-fluorophenyl)-1-methylindoline-4-sulfonamide C(C)(C)(C)C=1SC(=C(N1)C=1C(=C(C=CC1)NS(=O)(=O)C=1C=2CCN(C2C=CC1)C)F)C1=NC(=NC=C1)NC1CC2(CS(C2)(=O)=O)C1